7-(4-(2,2-Dimethylethoxy)-5-(1-methylpiperidin-4-yl)-1H-benzo[d]imidazol-2-yl)-6-methoxy-1H-pyrrolo[3,2-c]pyridine-3-carbonitrile CC(COC1=C(C=CC=2NC(=NC21)C=2C1=C(C=NC2OC)C(=CN1)C#N)C1CCN(CC1)C)C